methyl 4-bromo-3-methoxy-2-methyl-benzoate BrC1=C(C(=C(C(=O)OC)C=C1)C)OC